C(CCCCCCCC)C1=CC=C(C=C1)OC1=CC=C(C=C1)CCCCCCCCC mono-4-nonylphenyl ether